3-(difluoromethoxy)-5-methoxy-1-trityl-pyrazolo[4,3-b]pyridine FC(OC1=NN(C=2C1=NC(=CC2)OC)C(C2=CC=CC=C2)(C2=CC=CC=C2)C2=CC=CC=C2)F